(1s,2R,3R,4R)-1-((2R)-2-((4R,5R)-2-(3-chloro-5-fluorophenyl)-5-hydroxy-1,3-dioxan-4-yl)-2-hydroxyethyl)-3,4-dihydroxy-2-(hydroxymethyl)pyrrolidin-1-ium ClC=1C=C(C=C(C1)F)C1OC[C@H]([C@H](O1)[C@@H](C[NH+]1[C@@H]([C@H]([C@@H](C1)O)O)CO)O)O